4-chloro-5-iodo-1-(1-methoxy-2-methylpropan-2-yl)-1H-pyrazole ClC=1C=NN(C1I)C(COC)(C)C